tert-butyl (5-chloro-3-cyclopropylpyrazolo[1,5-a]pyrimidin-7-yl)((5-(trifluoromethyl)imidazo[1,2-a]pyridin-2-yl)methyl)carbamate ClC1=NC=2N(C(=C1)N(C(OC(C)(C)C)=O)CC=1N=C3N(C(=CC=C3)C(F)(F)F)C1)N=CC2C2CC2